NC=1C=CC(=NC1N1N=C(C=C1C)C(F)F)N1C=NC2=C1C=CC(=C2)NC=2N=NC(=CC2)C [1-[5-amino-6-[3-(difluoromethyl)-5-methyl-pyrazol-1-yl]-2-pyridyl]benzimidazol-5-yl]-(6-methylpyridazin-3-yl)amine